1-(5-chloro-2-{4-[(2-dimethylamino-ethyl)-methyl-amino]-3-methyl-phenylamino}-pyrimidin-4-yl)-1H-indole-3-carboxamide ClC=1C(=NC(=NC1)NC1=CC(=C(C=C1)N(C)CCN(C)C)C)N1C=C(C2=CC=CC=C12)C(=O)N